Cl.FC1=C(C=CC(=C1)OC)C=1C(=NC(=NC1)NC1CCN(CC1)C(C)C)C 5-(2-fluoro-4-methoxyphenyl)-N-(1-isopropylpiperidin-4-yl)-4-methyl-pyrimidin-2-amine, hydrochloride salt